ClC=1C=C(C=CC1F)NC(N(CC1=NNC(=C1)C(F)(F)F)C=1C=NC(=C(C1)C#N)OC)=O 3-(3-chloro-4-fluorophenyl)-1-(5-cyano-6-methoxypyridin-3-yl)-1-((5-(trifluoromethyl)-1H-pyrazol-3-yl)methyl)urea